OCC(C(=O)O)C.C(C#C)NC(CCC1=CC=C(C=C1)S(N)(=O)=O)=O N-(prop-2-yn-1-yl)-3-(4-sulfamoylphenyl)propanamide 3-hydroxyisobutyrate